(E)-3-(2-methoxybenzylidene)pyrrolidine-2,5-dione COC1=C(\C=C/2\C(NC(C2)=O)=O)C=CC=C1